OCCN1C(CC(CC1(C)C)O)(C)C 1-(2-hydroxyethyl)-4-hydroxy-2,2,6,6-tetramethyl-piperidine